C(CC)NC1CC1 N-propylcyclopropylamine